[Br-].[Br-].N1C=[NH+]C=C1.N1C=[NH+]C=C1 imidazolium dibromide